CC1(C(NC(S1)=O)=O)C 5,5-dimethyl-2,4-thiazolidinedione